CC1(C=CC=C1)[Na] Methylcyclopentadienyl-sodium